ethyl 6-fluoro-8-(5-(((5-fluoro-2,3-dihydrobenzofuran-4-yl) methyl) amino)-[1,2,4]triazolo[4,3-c]pyrimidin-8-yl)-2-hydroxyimidazo[1,2-a]pyridine-3-carboxylate FC=1C=C(C=2N(C1)C(=C(N2)O)C(=O)OCC)C=2C=1N(C(=NC2)NCC2=C(C=CC3=C2CCO3)F)C=NN1